ClC=1C(=NN(C1)C(=O)N1CC2CN(CC2C1)CC1=CC(=CC(=C1)C(F)(F)F)N1CCCC1)C(=O)O 4-chloro-1-(5-(3-(pyrrolidin-1-yl)-5-(trifluoromethyl)benzyl)octahydro-pyrrolo[3,4-c]pyrrole-2-carbonyl)-1H-pyrazole-3-carboxylic acid